CS(=O)(=O)C=1N=CC2=C(N1)N(C(C=C2)=O)C2CCCC21CC1 methylsulfonyl-8-spiro[2.4]heptan-7-yl-pyrido[2,3-d]pyrimidin-7-one